6-[4-[1-(3,4-difluorophenyl)-6-fluoro-4-hydroxy-2-tetrahydropyran-4-yl-indol-3-yl]benzoyl]oxy-3,4,5-trihydroxy-tetrahydropyran-2-carboxylic acid FC=1C=C(C=CC1F)N1C(=C(C2=C(C=C(C=C12)F)O)C1=CC=C(C(=O)OC2C(C(C(C(O2)C(=O)O)O)O)O)C=C1)C1CCOCC1